C(C)(=O)OCC1=NC=C(C(=C1)OC)Br (5-bromo-4-methoxypyridin-2-yl)methyl acetate